OC=1C=C(C=CC1O)C(CSC1=NN=NN1C1=CC=C(C=C1)C(F)(F)F)=O 1-(3,4-dihydroxyphenyl)-2-((1-(4-(trifluoromethyl)phenyl)-1H-tetrazol-5-yl)thio)ethan-1-one